ethyl 3-[3-(chloromethyl)-4-methyl-phenyl]-3-(7-methoxy-1-methyl-benzotriazol-5-yl)propanoate ClCC=1C=C(C=CC1C)C(CC(=O)OCC)C1=CC2=C(N(N=N2)C)C(=C1)OC